4-(3,8-Diazabicyclo[3.2.1]octan-3-yl)-7-(8-ethynyl-7-fluoro-3-hydroxy-1-naphthyl)-8-fluoro-pyrido[4,3-d]pyrimidin C12CN(CC(CC1)N2)C=2C1=C(N=CN2)C(=C(N=C1)C1=CC(=CC2=CC=C(C(=C12)C#C)F)O)F